C(C)(C)(C)OC(=O)N1CC(C1)OC1=CC(=C(C(=C1)F)[C@H]1N([C@@H](CC2=C1NC1=CC=CC=C21)C)CC=C)F 3-(4-((1R,3R)-2-allyl-3-methyl-2,3,4,9-tetrahydro-1H-pyrido[3,4-b]indol-1-yl)-3,5-difluorophenoxy)azetidine-1-carboxylic acid tert-butyl ester